(1R,2S,5S)-N-{(2S)-1-amino-1-oxo-3-[(3S)-2-oxopyrrolidin-3-yl]propan-2-yl}-6,6-dimethyl-3-azabicyclo[3.1.0]hexane-2-carboxamide, Methanesulfonate Salt CS(=O)(=O)O.NC([C@H](C[C@H]1C(NCC1)=O)NC(=O)[C@@H]1[C@H]2C([C@H]2CN1)(C)C)=O